C(C)OC(C(C1CCC(CC1)=C(C)C)NC(=O)OC(C)(C)C)=O 2-((Tert-Butoxycarbonyl)amino)-2-(4-(propan-2-ylidene)cyclohexyl)acetic acid ethyl ester